2-oxo-3-(p-tolyl)propanoic acid sodium salt [Na+].O=C(C(=O)[O-])CC1=CC=C(C=C1)C